benzyl ((3-(8-bromoimidazo[1,2-c]pyrimidin-5-yl)-7-(4-methylthiazol-2-yl)-3-azabicyclo[4.1.0]heptan-7-yl)methyl)carbamate BrC=1C=2N(C(=NC1)N1CC3C(C3CC1)(C=1SC=C(N1)C)CNC(OCC1=CC=CC=C1)=O)C=CN2